O=C1NC(CCC1C1=NC=CC(=C1F)C1=CC=C(CNC(C2=NC=C(C=C2)C=2N=CC3=C(C=CC=C3C2)C2=CC3=C(N(C(N3C)=O)C)C(=C2)C(C)C)=O)C=C1)=O N-(4-(2-(2,6-Dioxopiperidin-3-yl)-3-fluoropyridin-4-yl)benzyl)-5-(8-(7-isopropyl-1,3-dimethyl-2-oxo-2,3-dihydro-1H-benzo[d]imidazol-5-yl)isoquinolin-3-yl)picolinamide